OC[C@H](CC(C)C)NC(OC(C)(C)C)=O (S)-tert-butyl (1-hydroxy-4-methylpentan-2-yl)carbamate